NC1=C(C(=O)[O-])C=C(C(=C1)C(=O)[O-])N 2,5-diaminoterephthalate